[Si](C)(C)(C(C)(C)C)OCC1N(CC=C(C1)C1=CSC=C1)C(=O)C1=C(C=C(C(=C1)OC)O[Si](C(C)C)(C(C)C)C(C)C)[N+](=O)[O-] (2-(((tert-butyldimethylsilyl)oxy)methyl)-4-(thiophen-3-yl)-3,6-dihydropyridin-1(2H)-yl)(5-methoxy-2-nitro-4-((triisopropylsilyl)oxy)phenyl)methanone